4-(but-3-yn-2-ylamino)-1-(pyridin-3-yl)-7-(trifluoromethyl)pyrido[4,3-d]pyrimidin-2(1H)-one CC(C#C)NC=1C2=C(N(C(N1)=O)C=1C=NC=CC1)C=C(N=C2)C(F)(F)F